FC=1C=C(C=CC1C(C)C)C1(CC(C1)N(C(OC(C)(C)C)=O)C)O tert-Butyl (3-(3-fluoro-4-isopropylphenyl)-3-hydroxycyclobutyl)(methyl)carbamate